ClC1=CC=C(C=C1)C(CN1CN(C=C1)C)=O 3-[2-(4-chlorophenyl)-2-oxoethyl]-1-methylimidazole